methyl 5-(3-((tert-butoxycarbonyl)amino)propanamido)-2-((4-butylphenyl)-sulfonamido)benzoate C(C)(C)(C)OC(=O)NCCC(=O)NC=1C=CC(=C(C(=O)OC)C1)NS(=O)(=O)C1=CC=C(C=C1)CCCC